C(C1=CC=CC=C1)C1=NC2(C(N1CC1=CC(=C(C=C1)C=1C(=CC=CC1)S(=O)(=O)NC1=NOC(=C1C)C)OCCC)=O)CCCC2 4'-((2-benzyl-4-oxo-1,3-diazaspiro[4.4]non-1-en-3-yl)methyl)-N-(4,5-dimethylisoxazol-3-yl)-2'-propoxy-[1,1'-biphenyl]-2-sulfonamide